COC1=CC=C(CN2C=NC3=C2C=CC(=C3)N3CCOCC3)C=C1 4-(1-(4-methoxybenzyl)-1H-benzo[d]imidazol-5-yl)morpholine